C(C1=CC=CC=C1)OC(=O)C=1N(C=CC1C1CCN(CC1)C(C)=O)S(=O)(=O)NC(=O)OCC1=CC=CC=C1 3-(1-Acetylpiperidin-4-yl)-1-({[(benzyloxy)carbonyl]amino}sulfonyl)-1H-pyrrole-2-carboxylic acid benzyl ester